ClC1=NC(=C(C=O)C=C1)OC 6-chloro-2-methoxynicotinaldehyde